β-L-gulose O[C@@H]1[C@@H](O)[C@@H](O)[C@H](O)[C@@H](O1)CO